(S)-2-amino-3-(4-hydroxyphenyl)-N-phenylpropionamide N[C@H](C(=O)NC1=CC=CC=C1)CC1=CC=C(C=C1)O